C(#N)[C@@H](CC=1C=NC(=NC1)C=1C=CC2=C(N(C(O2)=O)C)C1)NC(=O)C1OCCCNC1 N-((R)-1-cyano-2-(2-(3-methyl-2-oxo-2,3-dihydrobenzo[d]oxazol-5-yl)pyrimidin-5-yl)ethyl)-1,4-oxazepane-2-carboxamide